COC1=C2C(C(=C(OC2=CC(=C1)OC)C1=CC(=C(C(=C1)OC)OC)OC)OCCCCSC1=NC=NC2=CC=C(C=C12)Cl)=O 5,7-dimethoxy-3-(4-((6-chloroquinazolin-4-yl)thio)butoxy)-2-(3,4,5-trimethoxyphenyl)-4H-chromen-4-one